FC1=C(CC2=C(N(CCN3CCOCC3)C)C=CC(=C2)C)C(=CC=C1)F 2-(2,6-Difluorobenzyl)-N,4-dimethyl-N-(2-morpholinoethyl)aniline